4-methoxy-6-((3-morpholinobicyclo[1.1.1]pentan-1-yl)amino)pyrimidine-5-carboxamide COC1=NC=NC(=C1C(=O)N)NC12CC(C1)(C2)N2CCOCC2